NC1CC2(CC(C2)(C(=O)OC)C)C1 (racemic)-Methyl 6-amino-2-methylspiro[3.3]heptane-2-carboxylate